The molecule is a dimethoxyflavone that is myricetin in which the hydroxy groups at positions 3' and 5' have been replaced by methoxy groups. It has a role as a platelet aggregation inhibitor and a metabolite. It is a tetrahydroxyflavone, a dimethoxyflavone, a 7-hydroxyflavonol, a member of 3'-methoxyflavones and a 3',5'-dimethoxyflavone. It derives from a myricetin. It is a conjugate acid of a syringetin(1-). COC1=CC(=CC(=C1O)OC)C2=C(C(=O)C3=C(C=C(C=C3O2)O)O)O